ClC1=C2N=CN(C2=NC(=N1)SCCC)C1CCCC1 6-Chloro-9-cyclopentyl-2-(propylthio)-9H-purine